CC1N2C(C(=CC=3C=C(C=C(OC1)C23)[N+](=O)[O-])C(=O)O)=O 2-methyl-7-nitro-12-oxo-4-oxa-1-azatricyclo[7.3.1.05,13]trideca-5,7,9(13),10-tetraene-11-carboxylic acid